C(C)(C)(C)C1=CC=C(C=C1)C1=CC(=CC(=C1)[N+](=O)[O-])C 4'-(tert-butyl)-3-methyl-5-nitro-[1,1'-biphenyl]